[4-(1-ethylpropylamino)-5-methyl-pyrimidin-2-yl]amine C(C)C(CC)NC1=NC(=NC=C1C)N